COC1CC2OC2CC1 3-methoxy-7-oxabicyclo[4.1.0]heptane